NC1=CN=CC2=CC=C(C=C12)C(=O)OC methyl 4-aminoisoquinoline-6-carboxylate